C1(=CC=CC=C1)CCOC(CCCCCCCCC)=O.N1N=CC(=C1)C1=C(C=CC=C1)C1=CC(=CC(=C1)C1=C(C=CC=C1)C=1C=NNC1)C1=C(C=CC=C1)C=1C=NNC1 1,3,5-tris((1H-pyrazol-4-yl)phenyl)benzene phenylethyldecanoate